COC=1C(=NC=CC1C#N)N([C@H]1CN([C@@H](CC1)C)C(=O)C1=C(SC=C1)C1=NC=CC=N1)C 3-methoxy-2-(methyl-{(3R,6R)-6-methyl-1-[(2-pyrimidin-2-ylthiophen-3-yl)carbonyl]piperidin-3-yl}amino)pyridine-4-carbonitrile